1-(3-fluoro-5-(5-(3-(4-methylpiperazin-1-yl)phenyl)-1H-pyrazolo[3,4-b]pyridin-3-yl)phenyl)-3-(pyrimidin-5-yl)urea FC=1C=C(C=C(C1)C1=NNC2=NC=C(C=C21)C2=CC(=CC=C2)N2CCN(CC2)C)NC(=O)NC=2C=NC=NC2